C1C(C1)S(=O)(=O)NC1=CN=CC=N1 6-(2-cyclopropanesulfonamido)pyrazin